COC(CC)=O.C=S thioformaldehyde methyl-propionate